C[C@H]1[C@@H](C[C@H]([C@@H](O1)O[C@H](C)CCCCCCCCCCCC/C=C/C(=O)O)O)O The molecule is an (omega-1)-hydroxy fatty acid ascaroside obtained by formal condensation of the alcoholic hydroxy group of (2E,16R)-16-hydroxyheptadec-2-enoic acid with ascarylopyranose (the alpha anomer). It is a metabolite of the nematode Caenorhabditis elegans. It has a role as a Caenorhabditis elegans metabolite. It is an alpha,beta-unsaturated monocarboxylic acid and an (omega-1)-hydroxy fatty acid ascaroside. It derives from a (2E,16R)-16-hydroxyheptadec-2-enoic acid. It is a conjugate acid of an ascr#29(1-).